benzyl (1S,3S,5S)-2-((3-(azidomethyl)-4-phenoxybenzoyl)glycyl)-5-methyl-2-azabicyclo[3.1.0]hexane-3-carboxylate N(=[N+]=[N-])CC=1C=C(C(=O)NCC(=O)N2[C@H]3C[C@]3(C[C@H]2C(=O)OCC2=CC=CC=C2)C)C=CC1OC1=CC=CC=C1